propionic acid cyclopropylmethyl ester HCl salt Cl.C1(CC1)COC(CC)=O